1-(4-chloro-2-fluorophenyl)ethane-1,2-diol ClC1=CC(=C(C=C1)C(CO)O)F